8-methyl-6-(4-methyl-3-(piperidin-4-yl)-1H-indazol-6-yl)-[1,2,4]triazolo[1,5-a]pyridine CC=1C=2N(C=C(C1)C1=CC(=C3C(=NNC3=C1)C1CCNCC1)C)N=CN2